ClC1=C(N=C(NC1=O)C1=CC(=NC=C1)F)N1CCNCCC1 5-chloro-4-(1,4-diazepan-1-yl)-2-(2-fluoro-4-pyridinyl)-1H-pyrimidin-6-one